(R)-2-amino-3-methoxy-1-(4-(3-(trifluoromethoxy)phenyl)piperazin-1-yl)propan-1-one N[C@@H](C(=O)N1CCN(CC1)C1=CC(=CC=C1)OC(F)(F)F)COC